OCC(C(=O)SCCNC(CCNC([C@@H](C(COP(OP(OC[C@@H]1[C@H]([C@H]([C@@H](O1)N1C=NC=2C(N)=NC=NC12)O)OP(=O)(O)O)(=O)O)(=O)O)(C)C)O)=O)=O)C beta-hydroxyisobutyryl-coenzyme A